CN1C(CCC2=CC(=CC=C12)C1=CN=CC=2[C@@H](CCCC12)C#N)=O |r| (rac)-4-(1-methyl-2-oxo-1,2,3,4-tetrahydroquinolin-6-yl)-5,6,7,8-tetrahydroisoquinoline-8-carbonitrile